FC=1C(=C(C=CC1F)C1CC(SC1(C(F)(F)F)C)C(=O)N)OC 4-(3,4-difluoro-2-methoxyphenyl)-5-methyl-5-(trifluoromethyl)tetrahydrothiophene-2-carboxamide